5-(4-chloro-3-fluorophenyl)-7-{1-[1-(2-fluorophenyl)-1H-1,2,3-triazol-4-yl]ethyl}-7H-pyrrolo[2,3-d]pyrimidin-4-amine ClC1=C(C=C(C=C1)C1=CN(C=2N=CN=C(C21)N)C(C)C=2N=NN(C2)C2=C(C=CC=C2)F)F